[Si](C1=CC=CC=C1)(C1=CC=CC=C1)(C(C)(C)C)OCC(CNC(OC(C)(C)C)=O)C[C@H](CNC(=O)C=1NC2=CC=CC=C2C1C1=CC=C(C=C1)F)NC(OC(C)(C)C)=O di-tert-butyl ((4R)-2-(((tert-butyldiphenylsilyl)oxy)methyl)-5-(3-(4-fluorophenyl)-1H-indole-2-carboxamido)pentane-1,4-diyl)dicarbamate